CC1(C(N(CC1)C=1N=CC=2N(C1)C(=CN2)C2=CC=CC(=N2)N[C@H]2CN(C[C@@H]2F)C(=O)OC(C)(C)C)=O)C tert-butyl (3S,4S)-3-((6-(6-(3,3-dimethyl-2-oxopyrrolidin-1-yl)imidazo[1,2-a]pyrazin-3-yl)pyridin-2-yl)amino)-4-fluoropyrrolidine-1-carboxylate